(Z)-2-(((1-(4-methoxyphenyl)-2,2-dimethylpropylidene)amino)oxy)acetic acid COC1=CC=C(C=C1)\C(\C(C)(C)C)=N/OCC(=O)O